CN1N=C(C(=C1)B(O)O)C (1,3-dimethylpyrazol-4-yl)boronic acid